C(CCC)O[La](OCCCC)OCCCC tributoxylanthanum